C[Si](C)(C)C1=CC=C(C=C1)C#CC2=CC=CC=C2 1-phenyl-2-[(p-trimethylsilyl)phenyl]acetylene